N-[3-[5-(difluoromethoxy)-1,2-benzothiazol-6-yl]-1H-pyrazol-4-yl]Pyrazolo[1,5-a]Pyrimidine-3-carboxamide FC(OC=1C(=CC2=C(C=NS2)C1)C1=NNC=C1NC(=O)C=1C=NN2C1N=CC=C2)F